ClC1=C(C=C(C=C1)OC(F)F)C1=NN(C=2C[C@@H](CCC12)C(=O)NC1(CS(C1)(=O)=O)C)C(C)C (R)-3-(2-chloro-5-(difluoromethoxy)phenyl)-1-isopropyl-N-(3-methyl-1,1-dioxidothietan-3-yl)-4,5,6,7-tetrahydro-1H-indazole-6-carboxamide